(2-(benzo[c][1,2,5]oxadiazol-5-ylmethoxy)-4-((2-bromo-[1,1'-biphenyl]-3-yl)methoxy)-5-bromobenzyl)-D-serine N=1ON=C2C1C=CC(=C2)COC2=C(CN[C@H](CO)C(=O)O)C=C(C(=C2)OCC=2C(=C(C=CC2)C2=CC=CC=C2)Br)Br